N-(6-((1H-pyrazol-1-yl)methyl)-5-fluoro-4-methoxybenzo[d]isoxazol-3-yl)-7-methoxy-4-(2,2,2-trifluoroacetyl)-3,4-dihydro-2H-benzo[b][1,4]oxazine-8-sulfonamide N1(N=CC=C1)CC1=CC2=C(C(=NO2)NS(=O)(=O)C2=C(C=CC3=C2OCCN3C(C(F)(F)F)=O)OC)C(=C1F)OC